3,6,9,12-tetraoxotridecanol O=C(CCO)CCC(CCC(CCC(C)=O)=O)=O